BrC1=CC=C2C(=C(C=NC2=C1)C#CCOC1OCCCC1)NCC1=CC=C(C=C1)OC 7-bromo-N-(4-methoxybenzyl)-3-(3-((tetrahydro-2H-pyran-2-yl)oxy)prop-1-yn-1-yl)quinolin-4-amine